ClC=1C2=C(N=CN1)CN(C2)C(=O)OC(C)(C)C tert-butyl 4-chloro-5,7-dihydro-6H-pyrrolo[3,4-d]pyrimidine-6-carboxylate